6-Chloro-3-[(1R)-1-(6-methyl-4-oxo-2-phenyl-chromen-8-yl)ethoxy]pyridine-2-carbonitrile ClC1=CC=C(C(=N1)C#N)O[C@H](C)C=1C=C(C=C2C(C=C(OC12)C1=CC=CC=C1)=O)C